O=C1C(O)=C([O-])[C@H](O1)[C@@H](O)CO.[Fe+2].O=C1C(O)=C([O-])[C@H](O1)[C@@H](O)CO Iron(II) ascorbate